CC(CC)CCCC(CCCC(CCCCCCCCCCCC)C)C 3,7,11-trimethyltricosane